4-(1,3-dioxolan-4-ylmethoxy)-6-(propan-2-yloxy)quinoline-7-carboxamide O1COC(C1)COC1=CC=NC2=CC(=C(C=C12)OC(C)C)C(=O)N